5-chloro-3-isopropyl-N-((3-(trifluoromethyl)imidazo[1,2-a]pyridin-2-yl)methyl)pyrazolo[1,5-a]pyrimidin-7-amine ClC1=NC=2N(C(=C1)NCC=1N=C3N(C=CC=C3)C1C(F)(F)F)N=CC2C(C)C